N1=C(C=CC=2N=C3COC[C@]4(N3C21)CCOC2=CC=CC=C24)C=2C=NC(=NC2)C(C)(C)O (S)-2-(5-(6',8'-dihydrospiro[chroman-4,9'-pyrido[3',2':4,5]imidazo[2,1-c][1,4]oxazin]-2'-yl)pyrimidin-2-yl)propan-2-ol